dimethyl-(heptanoic acid) CC(C(=O)O)(CCCCC)C